FC(C1=CC=C(CCOC(CCC(=O)O)OCCC2=CC=C(C=C2)C(F)(F)F)C=C1)(F)F 4,4-bis(4-(trifluoromethyl)phenethyloxy)butanoic acid